methyl (1S,3S)-3-((2-(5-chloro-3-((((cyclobutylmethyl)(methyl)carbamoyl)oxy)methyl)thiophen-2-yl)-4-methylpyrimidin-5-yl)oxy)cyclohexane-1-carboxylate ClC1=CC(=C(S1)C1=NC=C(C(=N1)C)O[C@@H]1C[C@H](CCC1)C(=O)OC)COC(N(C)CC1CCC1)=O